N-(4-chloro-2-(3-chlorophenoxy)benzyl)-2-oxo-6-(trifluoromethyl)-1,2-dihydropyridine-3-carboxamide ClC1=CC(=C(CNC(=O)C=2C(NC(=CC2)C(F)(F)F)=O)C=C1)OC1=CC(=CC=C1)Cl